[Na+].[Na+].C(CN(CC(=O)[O-])CC(=O)[O-])N(CC(=O)O)CC(=O)O ethylenediaminetetraacetic acid-disodium salt